racemic-2,2'-dihydroxy-1,1'-binaphthyl OC1=C(C2=CC=CC=C2C=C1)C1=C(C=CC2=CC=CC=C12)O